O=C1N(C(CC1)=O)C(=O)[O-].CN(C)C(=[NH2+])N(C)C bis(dimethylamino)methaniminium 2,5-dioxopyrrolidine-1-carboxylate